F[Sb-](F)(F)(F)(F)F.C1(=CC=CC=C1)[SH2+] phenylsulfonium hexafluoroantimonate